N(=C=O)CC1(CCC(CC1)(N=C=O)CN=C=O)N=C=O 1-isocyanatomethyl-4-isocyanatomethyl-1,4-diisocyanatocyclohexane